[Cl-].[NH2+]1CCC(=CC1)C1=CN=C2C(=N1)N(C=N2)C(C)C=2C=C1C=CC=[NH+]C1=CC2.[Cl-] 6-(1-(6-(1,2,3,6-tetrahydropyridin-1-ium-4-yl)-1H-imidazo[4,5-b]pyrazin-1-yl)ethyl)quinolin-1-ium chloride